(ethoxymethyl)pyridin-3-amine C(C)OCC1=NC=CC=C1N